ethyl 7-bromo-4-hydroxy-1-isobutyl-2-oxo-1,2-dihydroquinoline-3-carboxylate BrC1=CC=C2C(=C(C(N(C2=C1)CC(C)C)=O)C(=O)OCC)O